O1N=CC=C1C1=C(C=CC(=C1)C)OC(C1=CC(=C(C=C1)O)O)=O 2-(isoxazol-5-yl)-4-methylphenyl-3,4-dihydroxybenzoate